NC=1C=C(C=C(C1)C(F)(F)F)[C@@H](C)NC=1C2=C(N=C(N1)N1CCCC1)C=NC(=C2)NC N4-((R)-1-(3-amino-5-(trifluoromethyl)phenyl)ethyl)-N6-methyl-2-(pyrrolidin-1-yl)pyrido[3,4-d]pyrimidine-4,6-diamine